C[C@H]1C[C@@]2(CN1CC1=CN=C(S1)NC(C)=O)CC=1C(=CN=C(C1)N1CCOCC1)O2 N-(5-(((2R,5'S)-5'-Methyl-5-morpholino-3H-spiro[furo[2,3-c]pyridine-2,3'-pyrrolidin]-1'-yl)methyl)thiazol-2-yl)acetamide